tert-butyl N-(6-methoxy-1,5-naphthyridin-3-yl)carbamate COC=1N=C2C=C(C=NC2=CC1)NC(OC(C)(C)C)=O